CC1=C(N2N(C(C(=C2\C=C\C2=CC=C(C=C2)N2CCOCC2)C)=O)C1=O)C (E)-2,3,6-trimethyl-5-(4-morpholinostyryl)-1H,7H-pyrazolo[1,2-a]pyrazole-1,7-dione